O1CCC2=C1C=C(C=C2)C=2NC(=NN2)C=2C=NN1C2N=CC=C1 3-(5-(2,3-dihydrobenzofuran-6-yl)-4H-1,2,4-triazol-3-yl)pyrazolo[1,5-a]pyrimidine